C(C)(C)(C)OC(CC(C[C@@H](CC#N)O)=O)=O (R)-6-cyano-5-hydroxy-3-oxohexanoic acid tert-butyl ester